O1CCN(CC1)C1CC2(NC3=C(NC2=O)C=NC2=C3C=CN2)CC1 3-morpholino-4',7'-dihydro-spiro[cyclopentane-1,2'-pyrrolo[3',2':5,6]pyrido[3,4-b]pyrazin]-3'(1'H)-one